C(C)(C)(C)OC(=O)N(CCCC1=CC=C(C(=O)OCC)C=C1)C1C(C1)C1=CC=C(C=C1)F Ethyl 4-(3-((tert-butoxycarbonyl)(2-(4-fluorophenyl)cyclopropyl)amino)propyl)benzoate